methyl 2-(4-(4,4,5,5-tetramethyl-1,3,2-dioxaborolan-2-yl)-5,6-dihydropyridin-1(2H)-yl)acetate CC1(OB(OC1(C)C)C1=CCN(CC1)CC(=O)OC)C